1-(2,4-Dichlorophenyl)-5-trichloromethyl-(1H)-1,2,4-triazol ClC1=C(C=CC(=C1)Cl)N1N=CN=C1C(Cl)(Cl)Cl